7-(difluoromethoxy)naphthalen-2-ol FC(OC1=CC=C2C=CC(=CC2=C1)O)F